[Cl-].CC(=C\C(=C/C=NS(=O)(=O)C1=CC=CC=C1)\[NH+]1CCCCC1)C N-(2E)-[5-Methyl-1-(phenylsulfonylimino)hexa-2,4-dien-3-yl]piperidin-1-ium chloride